methylphenylsilyl-(tetramethylcyclopentadienyl)(cycloheptylamino)titanium C[Ti](NC1CCCCCC1)(C1(C(=C(C(=C1)C)C)C)C)[SiH2]C1=CC=CC=C1